C(C1=CC=CC=C1)OC1=NC(=CC=C1C1=NN(C2=C(C=CC=C12)N1CC2(C1)CCC(CC2)CN2CCN(CC2)C(=O)OC(C)(C)C)C)OCC2=CC=CC=C2 tert-butyl 4-((2-(3-(2,6-bis(benzyloxy)pyridin-3-yl)-1-methyl-1H-indazol-7-yl)-2-azaspiro[3.5]nonan-7-yl)methyl)piperazine-1-carboxylate